N-(3-(5-fluoro-2-(3-((1-methylpiperidin-4-yl)methoxy)phenylamino)pyrimidin-4-yloxy)phenyl)-acrylamide FC=1C(=NC(=NC1)NC1=CC(=CC=C1)OCC1CCN(CC1)C)OC=1C=C(C=CC1)NC(C=C)=O